7-[[4-(trifluoromethylsulfonyl)phenyl]methyl]-2,7-diazaspiro[3.5]nonane FC(S(=O)(=O)C1=CC=C(C=C1)CN1CCC2(CNC2)CC1)(F)F